(2R,7aS)-2-((tert-Butyldiphenylsilyl)oxy)-6-methylenetetrahydro-1H-pyrrolizine [Si](C1=CC=CC=C1)(C1=CC=CC=C1)(C(C)(C)C)O[C@@H]1C[C@@H]2CC(CN2C1)=C